C(C1=CC=CC=C1)N1[C@@H]([C@@H]2CC[C@H](C1)N2C(=O)OC(C)(C)C)C(C)(C)O tert-butyl (1S,2S,5R)-3-benzyl-2-(2-hydroxypropan-2-yl)-3,8-diazabicyclo[3.2.1]octane-8-carboxylate